tungsten diboride B#[W]#B